2-fluoro-6-[(3,5-difluorobenzyl)amino]-9-(tetrahydrofuran-2-yl)-9H-purine FC1=NC(=C2N=CN(C2=N1)C1OCCC1)NCC1=CC(=CC(=C1)F)F